NC(C)(C)C1=CC=C(C#N)C=C1 4-(2-Aminoprop-2-yl)benzonitrile